C1=CC=CC=2C3=CC=CC=C3C(C12)COC(=O)N[C@@H](CC(N)=O)C(=O)N1C(CC(C1)O[Si](C)(C)C(C)(C)C)C(=O)O ((((9H-fluoren-9-yl)methoxy)carbonyl)-L-asparaginyl)-4-((tert-butyldimethylsilyl)oxy)pyrrolidine-2-carboxylic acid